(1r,3R,5'S,7a'R)-3-hydroxy-5'-(pyrazin-2-yl)tetrahydro-3'H-spiro[cyclobutane-1,2'-pyrrolo[2,1-b]oxazol]-3'-one OC1CC2(C(N3[C@H](O2)CC[C@H]3C3=NC=CN=C3)=O)C1